COC1=C2C(=NC=C1)NC(=C2C=2C=CC(=C(C2)NC(C=C)=O)C)C2=CC=C(C=C2)C2CCN(CC2)C N-(5-(4-methoxy-2-(4-(1-methylpiperidin-4-yl)phenyl)-1H-pyrrolo[2,3-b]pyridin-3-yl)-2-methylphenyl)acrylamide